methyl(pyridin-4-yl)((7-(5-(trifluoromethyl)-1,2,4-oxadiazol-3-yl)imidazo[1,2-a]pyridin-2-yl)imino)-λ6-sulfanone CS(=O)(=NC=1N=C2N(C=CC(=C2)C2=NOC(=N2)C(F)(F)F)C1)C1=CC=NC=C1